CC=1C(=NC=CC1)N1C(C2=C(C=C1)C(=CN2)C2=NC(=NC=C2C(F)(F)F)N[C@@H]2CNCCC2)=O 6-(3-methylpyridin-2-yl)-3-(2-{[(3S)-piperidin-3-yl]amino}-5-(trifluoromethyl)pyrimidin-4-yl)-1H,6H,7H-pyrrolo[2,3-c]pyridin-7-one